C(C)C=1C(=C(N=NC1CC)SC1=NC=CN=C1)C(NO)=N 5,6-diethyl-N-hydroxy-3-(pyrazin-2-ylsulfanyl)pyridazine-4-carboximidamide